N-(2-(2-(2-aminoethoxy)ethoxy)ethyl)-4-azidobenzamide NCCOCCOCCNC(C1=CC=C(C=C1)N=[N+]=[N-])=O